3-bromobicyclo[4.2.0]Oct-1(6),2,4-trien-2-ol BrC1=C(C=2CCC2C=C1)O